O1CCN(CC1)CCO\N=C/1\C(\NC2=CC=CC=C12)=C/1\C(NC2=CC=C(C=C12)C#N)=O (2Z,3E)-3-((2-morpholinoethoxy)imino)-2'-oxo-[2,3'-biindolinylidene]-5'-carbonitrile